lithium [3,5-bis(trifluoromethyl)pyrazole] FC(C1=NNC(=C1)C(F)(F)F)(F)F.[Li]